FC(C(C(F)(F)F)OC(=O)N1CCN(CC1)CC1=C(C(=CC=C1)C(F)(F)F)OC1(CC1)C(=O)OC(C)(C)C)(F)F 4-(2-(1-(tert-butoxycarbonyl)cyclopropoxy)-3-(trifluoromethyl)benzyl)piperazine-1-carboxylic acid 1,1,1,3,3,3-hexafluoropropan-2-yl ester